8-bromo-6-fluoro-3-methyl-2-(4-methyltetrahydro-2H-pyran-4-yl)quinolin-4-ol BrC=1C=C(C=C2C(=C(C(=NC12)C1(CCOCC1)C)C)O)F